C(CC)N1[C@H]2[C@H](OCC1)C=1C=C(C=CC1OC2)OCCCCNC(=O)C=2SC1=C(N2)C=CC=C1 N-(4-(((4aR,10bR)-4-propyl-3,4,4a,10b-tetrahydro-2H,5H-chromeno[4,3-b][1,4]oxazin-9-yl)oxy)butyl)benzo[d]thiazole-2-carboxamide